OC=1C(=NC(=CN1)N1C=NC=C1)C(=O)NC1CCC(CC1)OC 3-hydroxy-6-(1H-imidazol-1-yl)-N-((1r,4r)-4-methoxycyclohexyl)pyrazine-2-carboxamide